(S)-2-amino-N-(4-(1,2-dimethyl-6-oxo-1,6-dihydropyridin-3-yl)-3-fluoroPhenyl)-3,3-diphenylpropionamide hydrochloride Cl.N[C@H](C(=O)NC1=CC(=C(C=C1)C1=C(N(C(C=C1)=O)C)C)F)C(C1=CC=CC=C1)C1=CC=CC=C1